7-chloro-5-(2-chlorophenyl)-2-(methoxymethyl)-1-methyl-1,5-dihydro-4H-imidazo[4,5-c]quinolin-4-one ClC=1C=CC=2C3=C(C(N(C2C1)C1=C(C=CC=C1)Cl)=O)N=C(N3C)COC